3-methoxypyridine indium [In].COC=1C=NC=CC1